7-((3-fluoropyridin-2-yl)(morpholino)methyl)-4-morpholinoquinolin-8-ol FC=1C(=NC=CC1)C(C1=CC=C2C(=CC=NC2=C1O)N1CCOCC1)N1CCOCC1